4-methoxy-1-oxido-2-pyridylmethanol COC1=CC(=[N+](C=C1)[O-])CO